2-(2,4,5-tris(methoxy-d3)phenyl)ethan C(OC1=C(C=C(C(=C1)OC([2H])([2H])[2H])OC([2H])([2H])[2H])CC)([2H])([2H])[2H]